COCC1CN(C1)C1CCNCC1 4-(3-(methoxymethyl)azetidin-1-yl)piperidine